OC(CCCC(=O)O)CCCCCCCCCCCCCCCCCCCC 5-Hydroxy-pentacosanoic acid